N-((1r,3r)-3-(5-(5-ethoxypyridin-2-yl)-4-phenyl-4H-1,2,4-triazol-3-yl)cyclobutyl)quinoline-8-carboxamide C(C)OC=1C=CC(=NC1)C=1N(C(=NN1)C1CC(C1)NC(=O)C=1C=CC=C2C=CC=NC12)C1=CC=CC=C1